FC=1C=C(CS(=O)(=O)C2=CC(=C(C=C2)N2CCN(CC2)C(C)=O)[N+](=O)[O-])C=CC1 1-(4-{4-[(3-fluorobenzyl)sulfonyl]-2-nitrophenyl}piperazin-1-yl)ethan-1-one